C(C)OC(C=C)OCC 3,3-Diethoxy-1-propene